COC1=CC=C(NC(C)=O)C=C1 4'-methoxyacetanilide